OC1=CC=C(C=C1)CCC(=O)N 3-(p-hydroxyphenyl)propanamide